C(C)[C@]1(CCC=2C1=NC(=CC2)N2N(C(C=1C2=NC(=NC1)SC)=O)C(C)C)O (R)-1-(7-ethyl-7-hydroxy-6,7-Dihydro-5H-cyclopenta[b]pyridin-2-yl)-2-isopropyl-6-(methylthio)-1,2-dihydro-3H-pyrazolo[3,4-d]pyrimidin-3-one